[Si](C1=CC=CC=C1)(C1=CC=CC=C1)(C(C)(C)C)OC[C@@H]1CO[C@@H](CN1C(=O)OC(C)(C)C)C(NC(C)(C)C1=NC=C(C2=CC(=CC=C12)F)F)=O tert-butyl (2S,5S)-5-(((tert-butyldiphenylsilyl)oxy)methyl)-2-((2-(4,6-difluoroisoquinolin-1-yl)propan-2-yl)carbamoyl)morpholine-4-carboxylate